(5-diphenylphosphino-9,9-dimethyl-xanthen-4-yl)-diphenyl-phosphine C1(=CC=CC=C1)P(C1=C2OC=3C(=CC=CC3C(C2=CC=C1)(C)C)P(C1=CC=CC=C1)C1=CC=CC=C1)C1=CC=CC=C1